FC1=CC=C(C=C1)C=1N=CN(C1C1=C2C(=NC=C1)NC=C2)CCC(C)C 4-(4-(4-fluorophenyl)-1-isopentyl-1H-imidazol-5-yl)-1H-pyrrolo[2,3-b]Pyridine